tert-butyl N-[(5S)-5-[(2S)-2-[6-(2,5-dioxo-2,5-dihydro-1H-pyrrol-1-yl)hexanamido]-3-methylbutanamido]-5-{[4-(hydroxymethyl)phenyl]carbamoyl}pentyl]carbamate O=C1N(C(C=C1)=O)CCCCCC(=O)N[C@H](C(=O)N[C@@H](CCCCNC(OC(C)(C)C)=O)C(NC1=CC=C(C=C1)CO)=O)C(C)C